OC=1C(=CC2=CC=CC=C2C1N=NC1=C(C=C(C=C1)C)S(=O)(=O)[O-])C(=O)[O-].[Ca+2] Calcium 3-Hydroxy-4-[(4-methyl-2-sulfonatophenyl)azo]-2-naphthoat